CC1CN(CC(O1)C)CC=1C=CC=2N(C1)C=C(N2)CNC(=O)C=2N=C1N(C(C2)=O)C=CC=C1 N-((6-[(2,6-dimethylmorpholin-4-yl)methyl]imidazo[1,2-a]pyridin-2-yl)methyl)-4-oxo-4H-pyrido[1,2-a]pyrimidine-2-carboxamide